BrC=1C(=NC(=NC1)N(C)C)N 5-bromo-N2,N2-dimethylpyrimidine-2,4-diamine